C(C=CCC)(=O)O.NC=1C=C(C(O)=CC1)O 4-amino-catechol pentenoate